4-(4-(N-((1r,4r)-4-(quinazolin-2-ylamino)cyclohexyl)acetamido)phenyl)piperazine-1-carboxylic acid tert-butyl ester C(C)(C)(C)OC(=O)N1CCN(CC1)C1=CC=C(C=C1)N(C(C)=O)C1CCC(CC1)NC1=NC2=CC=CC=C2C=N1